2-(5-((2,4-dimethoxybenzyl)amino)-7-methoxy-[1,2,4]triazolo[1,5-c]quinazolin-2-yl)ethyl 4-methylbenzenesulfonate CC1=CC=C(C=C1)S(=O)(=O)OCCC1=NN2C(=NC=3C(=CC=CC3C2=N1)OC)NCC1=C(C=C(C=C1)OC)OC